FC=1C(=C(C=CC1F)NC1=C(C(=O)OC)C=C(C(=C1)F)F)C=O methyl 2-((3,4-difluoro-2-formylphenyl) amino)-4,5-difluoro-benzoate